NC=1C=CC2=C(N=CN(C2=O)CC2=NC(=NO2)[C@@H]2CO[C@H](C2)C2=CC=C(C=C2)Cl)N1 7-amino-3-((3-((3R,5R)-5-(4-chlorophenyl)tetrahydro-furan-3-yl)-1,2,4-oxadiazol-5-yl)methyl)pyrido[2,3-d]pyrimidin-4(3H)-one